3-Cycloheptyl-Thiophene C1(CCCCCC1)C1=CSC=C1